9-(1-(1-(tert-Butoxycarbonyl)piperidin-4-yl)-1H-pyrazol-4-yl)-6-isopropyl-10-methoxy-2-oxo-6,7-dihydro-2H-pyrido[2,1-a]phthalazine-3-carboxylic acid C(C)(C)(C)OC(=O)N1CCC(CC1)N1N=CC(=C1)C=1C=C2CN(N3C(C2=CC1OC)=CC(C(=C3)C(=O)O)=O)C(C)C